Dihydroxyoctyl-cyclohexane OC(CCCCCCCC1CCCCC1)O